2-butyne-1,4-diyl-dipropionate C(C#CCCCC(=O)[O-])CCC(=O)[O-]